N-(2-(dimethylamino)ethyl)-6-ethyl-2-methylquinoline-8-carboxamide CN(CCNC(=O)C=1C=C(C=C2C=CC(=NC12)C)CC)C